(S)-N-(1-(2-Fluoro-4-methylphenyl)ethyl)-2-(4-methyl-7-oxo-1-phenyl-1,7-dihydro-6H-pyrazolo-[3,4-d]pyridazin-6-yl)acetamid FC1=C(C=CC(=C1)C)[C@H](C)NC(CN1N=C(C2=C(C1=O)N(N=C2)C2=CC=CC=C2)C)=O